O[C@@H]1C[C@H](N(C1)C([C@H](C(C)(C)C)N1N=NC(=C1)C1(CCOCC1)O)=O)C(=O)NC (2S,4R)-4-hydroxy-1-[(2S)-2-[4-(4-hydroxytetrahydropyran-4-yl)triazol-1-yl]-3,3-dimethyl-butanoyl]-N-methyl-pyrrolidine-2-carboxamide